ClC=1C=C2C(=NC1)[C@]1([C@@](O2)([C@@H]([C@H]([C@H]1O)CO)C1=CC=CC=C1)C1=CC=C(C#N)C=C1)O |r| rac-4-((5aR,6S,7S,8R,8aS)-3-chloro-8,8a-dihydroxy-7-(hydroxymethyl)-6-phenyl-6,7,8,8a-tetrahydro-5aH-cyclopenta[4,5]furo[3,2-b]pyridin-5a-yl)benzonitrile